4-Amino-3-Hydroxynaphthalene NC1=C(C=CC2=CC=CC=C12)O